3-(1-oxo-5-(4-(pyridin-3-yl)pyrimidin-2-yl)isoindolin-2-yl)piperidine-2,6-dione O=C1N(CC2=CC(=CC=C12)C1=NC=CC(=N1)C=1C=NC=CC1)C1C(NC(CC1)=O)=O